C(C)N1C[C@@H]2C[C@@H]2[C@H](C1)OC=1C=C2COC(C2=CC1)=O |r| rac-5-(((1R,5R,6S)-3-ethyl-3-azabicyclo[4.1.0]heptan-5-yl)oxy)isobenzofuran-1(3H)-one